C(CCC)C1(C=CC=C1)[Hf](N(C)C)(N(C)C)N(C)C (n-butylcyclopentadienyl)tris(dimethylamino)hafnium